5-((2-methyl-2H-1,2,3-triazol-4-yl)ethynyl)nicotinic acid CN1N=CC(=N1)C#CC=1C=NC=C(C(=O)O)C1